1-{1-[3-(4,6-difluoro-1H-1,3-benzodiazol-2-yl)-5-(3-fluoro-5-methylphenyl)pyridin-4-yl]-3-methylazetidin-3-yl}methanamine FC1=CC(=CC=2NC(=NC21)C=2C=NC=C(C2N2CC(C2)(C)CN)C2=CC(=CC(=C2)C)F)F